[C@H]12C(OC([C@H](CC1)C2)=O)=O |o1:0,4| rel-[1S,5R,6R]-3-oxaBicyclo[3.2.1]octane-2,4-dione